ethyl (2-fluorovinyl) sulfide FC=CSCC